cyclopentadienyl-(1-indenyl)-titanium dichloride [Cl-].[Cl-].C1(C=CC=C1)[Ti+2]C1C=CC2=CC=CC=C12